COC(=O)C1=CC=C(C=C1)[C@@H]1C[C@@](CC1)(C(=O)O)C1=CC=CC=C1 cis-3-(4-(methoxycarbonyl)phenyl)-1-phenylcyclopentane-1-carboxylic acid